4-anthracenylphenol C1(=CC=CC2=CC3=CC=CC=C3C=C12)C1=CC=C(C=C1)O